COC([C@H]1N(CCC1)C(=O)OC(C)(C)C)=O Bocproline methyl ester